(-)-2-Cyclopropyl-7-phenyl-4,5,6,7-tetrahydropyrazolo[1,5-a]pyrimidine C1(CC1)C1=NN2C(NCCC2C2=CC=CC=C2)=C1